2,8,9-trimethyl-4H-pyrimido[1,2-b]pyridazin-4-one CC=1N=C2N(N=CC(=C2C)C)C(C1)=O